C(C(C)C)OC(C(CCCCl)(C)C)=O 5-chloro-2,2-dimethyl-pentanoic acid isobutyl ester